COC1=CC=CC(=N1)N1N=C(C(=C1)C1=CN=C(N1C)C(=O)N)C(F)(F)F 5-[1-(6-Methoxy-2-Pyridyl)-3-(Trifluoromethyl)Pyrazol-4-yl]-1-Methyl-Imidazole-2-Carboxamide